FC=1C(=NC=C(C1)F)CNC(=O)C1=CN=C(S1)N1CCC(CC1)N1CC(CCC1)OCC N-[(3,5-Difluoropyridin-2-yl)methyl]-2-(3-ethoxy[1,4'-bipiperidine]-1'-yl)-1,3-thiazole-5-carboxamide